C(C)(C)(C)OC(=O)N(CC(=O)O)CCCCCC N-(tert-Butoxycarbonyl)-N-hexylglycine